N(=[N+]=[N-])CC=1N=C2N(C=C(C(=C2)C(F)(F)F)C)C1 (azidomethyl)-6-methyl-7-(trifluoromethyl)imidazo[1,2-a]pyridine